3-(3-methoxybenzyl)benzothiazole COC=1C=C(CN2CSC3=C2C=CC=C3)C=CC1